CC1=NN(N=C1)C1=NC2=NC=CC(=C2C=C1)C1=CN=C2N1N=C(C(=C2)C2=CC=C(C=C2)CN2CCCC2)C (4-methyl-2H-1,2,3-triazol-2-yl)-5-(6-methyl-7-(4-(pyrrolidin-1-ylmethyl)phenyl)imidazo[1,2-b]pyridazin-3-yl)-1,8-naphthyridine